COC=1C(=NC(=CN1)N1CC2(CNC2)CC1)C=1SC=NN1 2-(3-methoxy-6-(2,6-diazaspiro[3.4]octan-6-yl)pyrazin-2-yl)-1,3,4-thiadiazole